ClC1=C(C(=NC=C1)OC)S(=O)(=O)NC1=CC(=C(C=C1)F)C1=CC2=C(N=C(N=C2)NC)N2C1=NN=C2 chloro-N-(4-fluoro-3-(2-(methylamino)-[1,2,4]triazolo[4',3':1,6]pyrido[2,3-d]pyrimidin-6-yl)phenyl)-2-methoxypyridine-3-sulfonamide